(S,Z)-(2-(2-Hydroxyethoxy)-2',3'-dimethyl-[1,1'-biphenyl]-4-yl)(2-(hydroxymethyl)-4-(methoxyimino)pyrrolidin-1-yl)methanone OCCOC1=C(C=CC(=C1)C(=O)N1[C@@H](C/C(/C1)=N/OC)CO)C1=C(C(=CC=C1)C)C